C(#N)[C@H](C[C@H]1C(NCC1)=O)NC([C@H](CC1CCC1)N1C(=CC2=C(C=CC=C12)OC)C(=O)N)=O ((S)-1-(((S)-1-cyano-2-((S)-2-oxopyrrolidin-3-yl)ethyl)amino)-3-cyclobutyl-1-oxopropan-2-yl)-4-methoxy-1H-indole-2-carboxamide